2-(2-hydroxy-4,5-dimethoxyphenyl)-5-octyloxycarbonyl-2H-benzotriazole OC1=C(C=C(C(=C1)OC)OC)N1N=C2C(=N1)C=CC(=C2)C(=O)OCCCCCCCC